ClC=1C=C(C2=C(CC(O2)C=2C=C(C=CC2)C2=NN=NN2)C1)C 5-[m-(5-chloro-7-methyl-2,3-dihydro-1-benzofuran-2-yl)phenyl]-1H-tetraazole